N-(2-dimethylaminophenyl)thiourea CN(C1=C(C=CC=C1)NC(=S)N)C